((2-(hydroxymethyl)pyridin-4-yl)oxy)azetidine-1-carboxylic acid tert-butyl ester C(C)(C)(C)OC(=O)N1C(CC1)OC1=CC(=NC=C1)CO